FC(OC1=C(C=CC=C1)C1=NN2C(=NC=3C=CC=CC3C2=N1)N[C@H](CO)C(=O)N)(F)F N2-{2-[2-(trifluoromethoxy)phenyl][1,2,4]triazolo[1,5-c]quinazolin-5-yl}-D-serinamide